2-bromo-6-(bromomethyl)pyridine BrC1=NC(=CC=C1)CBr